CC1=CC(=C(C(=C1)C)CC(C(=O)O)N)C The molecule is a non-proteinogenic alpha-amino acid that is phenylalanine in which the phenyl ring is methylated at positions 2, 4 and 6. It is a phenylalanine derivative and a non-proteinogenic alpha-amino acid.